5-ethyl-3,7-dioxa-1-azabicyclo-[3.3.0]octane C(C)C12COCN2COC1